COC(/C(=N/OC)/C1=C(C=CC=C1)C)=O (E)-2-(2-methylphenyl)-2-methoxyiminoacetic acid methyl ester